1,2-Octandiol Glycerylcaprylate C(C(O)CO)C(C(=O)O)CCCCCC.C(C(CCCCCC)O)O